Racemic-6-(3-(2-(1-([1,2,4]triazolo[1,5-a]pyridin-8-yl)ethoxy)acetyl)-3,8-diazabicyclo[3.2.1]octan-8-yl)nicotinonitrile N=1C=NN2C1C(=CC=C2)C(C)OCC(=O)N2CC1CCC(C2)N1C1=NC=C(C#N)C=C1